CC1=C(C=CC(=C1)CNC(C(C)N1C=C(C2=CC(=CC=C12)S(=O)(=O)N1CCCCC1)C)=O)CNC(O)=O.N1C(=NC=C1)C(=O)C1=C(C=C(C=C1)C(F)(F)F)OC (1H-Imidazol-2-yl)(2-methoxy-4-(trifluoromethyl)phenyl)methanone [[2-methyl-4-[[2-[3-methyl-5-(1-piperidylsulfonyl)indol-1-yl]propanoylamino]methyl]phenyl]methyl]carbamate